Boc-L-alaninal C(=O)(OC(C)(C)C)N[C@@H](C)C=O